tert-Butyl 4-((4-methoxypyridin-3-yl)amino)piperidine-1-carboxylate COC1=C(C=NC=C1)NC1CCN(CC1)C(=O)OC(C)(C)C